4-chloro-3-(trifluoromethylphenyl)-2-(9H-fluoren-9-ylmethoxycarbonylamino)butanoic acid ClCC(C(C(=O)O)NC(=O)OCC1C2=CC=CC=C2C=2C=CC=CC12)C1=C(C=CC=C1)C(F)(F)F